rac-N-{[2,5-dioxo-4-(tetrahydro-2H-pyran-3-yl)imidazolidin-4-yl]methyl}-2-phenyl-2H-1,2,3-triazole-4-carboxamide O=C1NC(C(N1)(C1COCCC1)CNC(=O)C1=NN(N=C1)C1=CC=CC=C1)=O